N-cyclopropyl-5-(ethylsulfonyl)-6-(2-(trifluoromethyl)-[1,2,4]triazolo[1,5-a]pyrimidin-5-yl)pyridin-2-amine C1(CC1)NC1=NC(=C(C=C1)S(=O)(=O)CC)C1=NC=2N(C=C1)N=C(N2)C(F)(F)F